[1-oxo-5-(4,4,5,5-tetramethyl-1,3,2-dioxaborolan-2-yl)isoindolin-2-yl]piperidine-2,6-dione O=C1N(CC2=CC(=CC=C12)B1OC(C(O1)(C)C)(C)C)N1C(CCCC1=O)=O